O=C1N(C(C2=CC=CC=C12)=O)C(C(=O)OCC1=CC=CC=C1)C(CC(C)O)(C)C Benzyl 2-(1,3-dioxoisoindolin-2-yl)-5-hydroxy-3,3-dimethylhexanoate